6-chloro-1-((3-(1-isopropyl-4-(trifluoromethyl)-1H-imidazol-2-yl)bicyclo[1.1.1]pent-1-yl)methyl)-1H-pyrazolo[3,4-d]pyrimidine ClC1=NC=C2C(=N1)N(N=C2)CC21CC(C2)(C1)C=1N(C=C(N1)C(F)(F)F)C(C)C